ClC=1C=CC2=C([C@@H](C[C@@H](O2)C(=O)NC23CC(C2)(C3)NC(COC3=CC(=C(C=C3)F)F)=O)O)C1 (2R,4R)-6-chloro-N-{3-[2-(3,4-Difluorophenoxy)acetamido]bicyclo[1.1.1]pentan-1-yl}-4-hydroxy-3,4-dihydro-2H-1-benzopyran-2-carboxamide